3-nicotinoylbenzaldehyde C(C1=CN=CC=C1)(=O)C=1C=C(C=O)C=CC1